methyl 3-(3-(chloromethyl)-4-methylphenyl)-3-(1,4-dimethyl-1H-benzo[d][1,2,3]triazol-5-yl)-2,2-dimethylpropionate ClCC=1C=C(C=CC1C)C(C(C(=O)OC)(C)C)C1=C(C2=C(N(N=N2)C)C=C1)C